5-(2-(2-(2-hydroxyethoxy)ethoxy)-1,3,4-thiadiazol-2-yl)-6-methylnicotinamide OCCOCCOC1(SC=NN1)C=1C(=NC=C(C(=O)N)C1)C